(1R,2S,5S)-benzyl 6,6-dimethyl-3-azabicyclo[3.1.0]hexane-2-carboxylate CC1([C@H]2CN[C@@H]([C@@H]12)C(=O)OCC1=CC=CC=C1)C